p-aminocyclotriphosphazene NP1NP=NPN1